6-(trifluoromethyl)pyridin-4-ol FC(C1=CC(=CC=N1)O)(F)F